P(=S)(OC1=C(C=CC=C1)CC(C)C)(OC1=C(C=CC=C1)CC(C)C)OC1=C(C=CC=C1)CC(C)C tri(isobutylphenyl) thiophosphate